FC1=C(C=CC=C1)/C=C/C(C(=O)OC)=O methyl (E)-4-(2-fluorophenyl)-2-oxobut-3-enoate